C(CC)C=CNC([O-])=O propylvinylcarbamate